NCC1(CNC1)C 3-(aminomethyl)-3-methylazetidine